OC1=C(C=C(C(=O)OCC(C)C)C#N)C=CC=C1O isobutyl 2,3-dihydroxy-α-cyanocinnamate